NC=1C2=C(NS(N1)(=O)=O)C=CC=C2OCC(C)(C)NC(C2=CC=NC=C2)=O N-(1-((4-amino-2,2-dioxo-1H-benzo[c][1,2,6]thiadiazin-5-yl)oxy)-2-methyl-prop-2-yl)isonicotinamide